OC=1C(C(=CN2N3[C@H](CC[C@@H](N(C(C21)=O)C3)C)C)C(=O)NCC3=C(C=C(C=C3F)F)F)=O (1R,2S,5S)-8-hydroxy-2,5-dimethyl-7,9-dioxo-N-(2,4,6-trifluorobenzyl)-2,3,4,5,7,9-hexahydro-1,6-methanopyrido[1,2-b][1,2,5]triazonine-10-carboxamide